C(OC1CN(CCC1)CC)(OC)=O (1-ethylpiperidin-3-yl) methyl carbonate